tert-butyl 1-(methyl-d3)-3,8-diazabicyclo[3.2.1]octane-8-carboxylate C(C12CNCC(CC1)N2C(=O)OC(C)(C)C)([2H])([2H])[2H]